3-(Triallylsilyl)propyl acrylate C(C=C)(=O)OCCC[Si](CC=C)(CC=C)CC=C